tert-Butyl (4R)-2,2-dimethyl-4-[(1S)-3-methyl-1-[[2-[5-methyl-6-[1-(trifluoromethyl)cyclopropyl]pyrrolo[2,3-b]pyrazin-3-yl]-2-oxo-ethoxy]methyl]butyl]oxazolidine-3-carboxylate CC1(OC[C@H](N1C(=O)OC(C)(C)C)[C@H](CC(C)C)COCC(=O)C1=CN=C2C(=N1)N(C(=C2)C2(CC2)C(F)(F)F)C)C